BrCC=1C(=NOC1C=1C=NN(C1C)CCC(C)(O)C)C1=C(C=CC=C1)Cl 4-{4-[4-(bromomethyl)-3-(2-chlorophenyl)-1,2-oxazol-5-yl]-5-methyl-1H-pyrazol-1-yl}-2-methylbutan-2-ol